C(C1=CC=CC=C1)OC1=CC=C2C=C(N(C2=C1)C(CO)(CC(F)F)C)C 6-(benzyloxy)-N-(4,4-difluoro-1-hydroxy-2-methylbutan-2-yl)-2-methylindole